(±)-N-(9-(7-Oxa-2-azaspiro[3.5]nonan-2-yl)-5,6-dihydro-4H-benzo[f]imidazo[1,2-a]azepin-4-yl)-5-benzyl-1H-1,2,4-triazole-3-carboxamide C1N(CC12CCOCC2)C2=CC1=C(CC[C@H](C=3N1C=CN3)NC(=O)C3=NNC(=N3)CC3=CC=CC=C3)C=C2 |r|